ClC1=CC=C(C=C1)C(CC(NO)=N)([2H])O 3-(4-chlorophenyl)-N,3-dihydroxy(3-2H)propanimidamide